dimethoxymethyl-urea COC(OC)NC(=O)N